C1(CCC1)NC(=O)C1=CC=C(C=N1)N1CCN(CC1)C(=O)OC(C)(C)C tert-butyl 4-(6-(cyclobutylcarbamoyl)pyridin-3-yl)piperazine-1-carboxylate